NC1=CC=C(C=N1)C1=NN(C2=CC=C(C=C12)C(=O)NC=1C=CC(=C(C1)NC(=O)C1CCC(CC1)C(=O)NC)C)C (1r,4r)-N1-(5-(3-(6-Aminopyridin-3-yl)-1-methyl-1H-indazole-5-carboxamido)-2-methylphenyl)-N4-methylcyclohexane-1,4-dicarboxamide